FC=1C=C2C(C3=NC4=C(C=CC=C4C(N3C2=CC1)=O)NCC1=CC=C(C=C1)F)=O 8-fluoro-4-((4-fluorobenzyl)amino)indolo[2,1-b]quinazoline-6,12-dione